tert-butyl 4-((6-(1-methyl-1H-pyrazol-4-yl)-[1,2,4]triazolo[1,5-a]pyrazin-8-yl)oxy)azepane-1-carboxylate CN1N=CC(=C1)C=1N=C(C=2N(C1)N=CN2)OC2CCN(CCC2)C(=O)OC(C)(C)C